5-[tert-butyl(dimethyl)silyl]oxy-3,3-dimethyl-2-(phenoxycarbonylamino)hexanoic acid [Si](C)(C)(C(C)(C)C)OC(CC(C(C(=O)O)NC(=O)OC1=CC=CC=C1)(C)C)C